C1(CC1)C1=C(C=C(C=CC2=CSC=C2)C=C1OC)OC 3-(4-cyclopropyl-3,5-dimethoxystyryl)thiophene